7-(Fluoromethyl)-2-((7-methylquinolin-6-yl)amino)-8-oxo-7,8-dihydro-9H-purine FCN1C(NC2=NC(=NC=C12)NC=1C=C2C=CC=NC2=CC1C)=O